OC=1C=C(C=CC1OC1OC(C(C1O)N=O)CO)/C=C/C(=O)C1=CC=CC=C1 (E)-3-[3-Hydroxy-4-[3-hydroxy-5-(hydroxymethyl)-4-nitrosooxolan-2-yl]oxyphenyl]-1-phenylprop-2-en-1-one